CN(C)CCC dimethylaminopropane